6-(8-hydroxyoctyloxy)naphthalene-2-carboxylic acid OCCCCCCCCOC=1C=C2C=CC(=CC2=CC1)C(=O)O